1',4'-dihydro-2'H-spiro[pyrrolidine-2,3'-quinolin]-2'-one N1C(C2(CC3=CC=CC=C13)NCCC2)=O